3-(1-(3,4-Dihydro-2H-pyran-6-yl)-4-oxo-4H-thieno[3,4-c]pyrrol-5(6H)-yl)piperidine-2,6-dione O1CCCC=C1C=1SC=C2C1CN(C2=O)C2C(NC(CC2)=O)=O